C(C)(C)(C)OC(CCOCCOCCNC(COC1=C2C(N(C(C2=CC=C1)=O)C1C(NC(CC1)=O)=O)=O)=O)=O.NC1CCC(CC1)C(=O)N1CCOCC1 ((1S,4S)-4-aminocyclohexyl)(morpholino)methanone tert-butyl-3-(2-(2-(2-((2-(2,6-dioxopiperidin-3-yl)-1,3-dioxoisoindolin-4-yl)oxy)acetamido)ethoxy)ethoxy)propanoate